O=C1NC(CCC1N1C(C2=CC=CC(=C2C1=O)NCCC1CC2(CN(C2)C(=O)OC(C)(C)C)C1)=O)=O Tert-butyl 6-[2-[[2-(2,6-dioxo-3-piperidyl)-1,3-dioxo-isoindolin-4-yl]amino]ethyl]-2-azaspiro[3.3]heptane-2-carboxylate